S1N=CC2=C1C=C(C=C2)NC=2C1=C(N=CN2)C=CC(=N1)N1CC2(CCN2C(=O)OC(C)(C)C)C1 tert-butyl 6-[4-(1,2-benzothiazol-6-ylamino)pyrido[3,2-d]pyrimidin-6-yl]-1,6-diazaspiro[3.3]heptane-1-carboxylate